(n-hexyl)(2-methylpentyl)isophthalate C(CCCCC)C1=C(C(=C(C(=O)[O-])C=C1)CC(CCC)C)C(=O)[O-]